FC1=C(C(=C2C=CNC2=C1)/C=C/C(=O)O)OC1=CC(=C(C=C1)F)C=1NC(=CN1)C(C)(CCCCO)C1=C(C(=CC=C1)\C=C\C(=O)OC)F (E)-3-(6-Fluoro-5-(4-fluoro-3-(5-(2-(2-fluoro-3-((E)-3-methoxy-3-oxoprop-1-en-1-yl)phenyl)-6-hydroxyhexan-2-yl)-1H-imidazol-2-yl)phenoxy)-1H-indol-4-yl)acrylic acid